ClC=1C(=NC(=NC1)NC1CCOCC1)C1=CC=C2CN(C(C2=C1)=O)CC(N1CCC=2C=CC=NC2C1)=O 6-{5-chloro-2-[(oxan-4-yl)amino]pyrimidin-4-yl}-2-[2-oxo-2-(5,6,7,8-tetrahydro-1,7-naphthyridin-7-yl)ethyl]-2,3-dihydro-1H-isoindol-1-one